2-(1,5-dimethyl-1H-pyrazol-4-yl)-1,7-naphthyridine CN1N=CC(=C1C)C1=NC2=CN=CC=C2C=C1